5-(chloromethyl)-3-(methoxymethyl)-1,2,4-oxadiazole ClCC1=NC(=NO1)COC